6-fluoro-4-(4,4,5,5-tetramethyl-1,3,2-dioxaborolan-2-yl)naphthalen-2-ol FC=1C=C2C(=CC(=CC2=CC1)O)B1OC(C(O1)(C)C)(C)C